N[C@@H](C(=O)O)CCSN=C(NC(CC(=O)O)C)N (2R)-2-amino-4-{[{amino[(1-carboxy-propan-2-yl)amino]-methylidene}amino]-sulfanyl}butanoic acid